C(C(O)C)(=O)[O-].[Ce+3].C(C(O)C)(=O)[O-].C(C(O)C)(=O)[O-] cerium DL-lactate